R-2-[5-(ethylsulfonimidoyl)-6-[3-methyl-6-(trifluoromethyl)imidazo[4,5-b]pyridin-2-yl]-3-pyridyl]-2-methyl-propanenitrile C(C)[S@](=O)(=N)C=1C=C(C=NC1C1=NC=2C(=NC=C(C2)C(F)(F)F)N1C)C(C#N)(C)C